BrC=1C(=CC2=C(NC(=N2)N2N=CC=C2)C1)F 1-(6-Bromo-5-fluoro-1H-benzoimidazol-2-yl)-1H-pyrazole